5'-chloro-N-cyclopentyl-7'-oxo-7',8'-dihydro-6'H-spiro[cyclohexane-1,9'-furo[2,3-f]quinazoline]-2'-carboxamide ClC=1C=C2C(=C3C4(NC(NC13)=O)CCCCC4)OC(=C2)C(=O)NC2CCCC2